BrN1C(=NC2=C(C(=CC=C2C1=O)F)I)C(F)(F)F bromo-7-fluoro-8-iodo-2-(trifluoromethyl)quinazolin-4(3H)-one